Cl.NCC1=C(C(=CC(=C1)C1=CC=CC=C1)C(F)(F)F)SC1=C(C=CC=C1)CO (2-{[2-(aminomethyl)-4-phenyl-6-(trifluoromethyl)phenyl]sulfanyl}phenyl)methanol hydrochloride